N-(1,1-dimethylprop-2-ynyl)-1-(trifluoromethyl)cyclopropanecarboxamide CC(C#C)(C)NC(=O)C1(CC1)C(F)(F)F